2-(5-chloro-4-oxo-pentyl)isoindoline-1,3-dione ClCC(CCCN1C(C2=CC=CC=C2C1=O)=O)=O